(S)-N-methyl-2-(6-methyl-4-(trifluoromethyl)pyridin-2-yl)-3-oxo-N-(m-tolyl)isoindoline-1-carboxamide CN(C(=O)[C@H]1N(C(C2=CC=CC=C12)=O)C1=NC(=CC(=C1)C(F)(F)F)C)C=1C=C(C=CC1)C